C(C1=CC=C(C(=O)[O-])C=C1)(=O)OC(C(CCCC)CC)CC(CCCCC)CCC (2-Propylheptyl)(2-Ethylhexyl) terephthalat